3-(5-((3-benzhydryl-3,8-diazabicyclo[3.2.1]oct-8-yl)methyl)-6-fluoro-1-oxoisoindolin-2-yl)piperidine-2,6-dione C(C1=CC=CC=C1)(C1=CC=CC=C1)N1CC2CCC(C1)N2CC=2C=C1CN(C(C1=CC2F)=O)C2C(NC(CC2)=O)=O